Methylmethoxyethylpiperidine CC1N(CCCC1)CCOC